FC1=CC(=C(OC2=C(C(=O)NC3=CC(NC=C3)=O)C=CC(=C2)C(F)(F)F)C=C1)C 2-(4-fluoro-2-methylphenoxy)-N-(2-oxo-1,2-dihydropyridin-4-yl)-4-(trifluoromethyl)benzamide